COC=1C=C(CCC2=C(C(=CC=3C4=CC(=CC=C4C(=CC23)C(=O)N)O)OC)OC)C=CC1OC (3,4-dimethoxyphenethyl)-6-hydroxy-2,3-dimethoxyphenanthrene-9-carboxamide